CC1(CNC1)N1CCOCC1 4-(3-methylazetidin-3-yl)morpholine